(5s,6S)-6-aminospiro[2.4]heptan-5-ol hydrochloride Cl.N[C@@H]1[C@H](CC2(CC2)C1)O